N-({4-[2-(2-aminopyridin-3-yl)-5-phenylimidazo[4,5-b]pyridin-3-yl]phenyl}methyl)-1-(6-formyl-5-hydroxypyridin-3-yl)cyclopropane-1-carboxamide NC1=NC=CC=C1C1=NC=2C(=NC(=CC2)C2=CC=CC=C2)N1C1=CC=C(C=C1)CNC(=O)C1(CC1)C=1C=NC(=C(C1)O)C=O